FC(CS(=O)(=O)C)(F)F methyl trifluoroethyl sulfone